ClC(C(=O)O)Cl diChloroacetic acid